2-hexyl-9-[(2-methoxypyridin-4-yl)methyl]-2,3,4,9-tetrahydro-1H-carbazole-8-carboxylic acid C(CCCCC)C1CC=2N(C3=C(C=CC=C3C2CC1)C(=O)O)CC1=CC(=NC=C1)OC